FC1(CC1)C=1C=C(C=2N(C1)C=C(N2)CO)N2C(N(C(C2)=O)C)=O 1-(6-(1-fluorocyclopropyl)-2-(hydroxymethyl)imidazo[1,2-a]pyridin-8-yl)-3-methylimidazolidine-2,4-dione